(R)-6-bromo-4-(hydroxymethyl)-3,4-dihydro-1H-benzo[4,5]imidazo[2,1-c][1,4]oxazine-8-carboxylic acid methyl ester COC(=O)C=1C=C(C2=C(N=C3COC[C@H](N32)CO)C1)Br